OC=1C=C2CCN(C(C2=CC1)=O)C1=CC=C(C#N)C=C1 4-(6-hydroxy-1-oxo-3,4-dihydroisoquinolin-2-yl)benzonitrile